OC1=CC=C(C=C1)C(CC(C)C1=CC=C(C=C1)O)C1=CC=C(C=C1)O 1,1,3-tris(4-hydroxyphenyl)butane